NC1=C(C=C(N=N1)C1=C(C=CC=C1)O)N1CC2CCC(C1)N2C2=CC(=NC=C2)C#CCN2[C@@H]1CCO[C@@H]1C2 2-[6-amino-5-[8-[2-[3-[(1R,5R)-2-oxa-6-azabicyclo[3.2.0]heptan-6-yl]prop-1-ynyl]-4-pyridyl]-3,8-diazabicyclo[3.2.1]octan-3-yl]pyridazin-3-yl]phenol